1-(2-hydroxyethyl)urea OCCNC(=O)N